tolyltriazoleacetic acid C1(=C(C=CC=C1)C1=C(N=NN1)CC(=O)O)C